C(C)(C)(C)OC(=O)N1C[C@@H](CC1)CCOCCC(=O)OC (S)-3-(2-(3-methoxy-3-oxopropoxy)ethyl)pyrrolidine-1-carboxylic acid tert-butyl ester